C1(=CC=CC=C1)N1C2=CC=CC=C2C=2C=C(C=CC12)C1=CC=CC2=C1OC1=C2C=CC=C1[Si](C)(C)C 9-Phenyl-3-(6-trimethylsilanyl-dibenzofuran-4-yl)-9H-carbazole